dichloro(isopropyl)propanol ClC(C(O)C(C)C)(C)Cl